N-[4-(difluoromethoxy)phenyl]-N-(4-nitropyridin-2-yl)acetamide FC(OC1=CC=C(C=C1)N(C(C)=O)C1=NC=CC(=C1)[N+](=O)[O-])F